C(C)N1CCN(CCC1)[C@H](CCC)C1=NC2=CC=C(C=C2C(N1CCC)=O)F (R)-2-(1-(4-ethyl-1,4-diazepan-1-yl)butyl)-6-fluoro-3-propylquinazolin-4(3H)-one